2-METHYL-HEPTANE CC(C)CCCCC